10-(3,5-di-t-butyl-4-hydroxybenzyl)-9,10-dihydro-9-oxa-10-phosphaphenanthrene-oxide C(C)(C)(C)C=1C=C(CP2(OC3=CC=CC=C3C=3C=CC=CC23)=O)C=C(C1O)C(C)(C)C